C(C)(C)(C)C1=CC=C(C=C1)[C@H](C)NC(=O)C1=CC=C2C(=C(N(C2=C1)CC1CCC1)C)CC=1C=CC(=C(O[C@@H](C(=O)OC)C)C1)F methyl (R)-2-(5-((6-(((S)-1-(4-(tert-butyl)phenyl)ethyl)carbamoyl)-1-(cyclobutylmethyl)-2-methyl-1H-indol-3-yl)methyl)-2-fluorophenoxy)propanoate